1-(4-(2-(4-bromophenyl)-propan-2-yl)thiazol-2-yl)-3-(4-(3,5-dimethylpiperazin-1-yl)benzyl)urea BrC1=CC=C(C=C1)C(C)(C)C=1N=C(SC1)NC(=O)NCC1=CC=C(C=C1)N1CC(NC(C1)C)C